C1(CC1)C1=CC=C2C(=C(C(N(C2=C1)C)=O)C#N)N1CCC(CC1)(C=1OC2=C(N1)C=C(C=C2)C)C 7-cyclopropyl-1-methyl-4-[4-methyl-4-(5-methyl-1,3-benzooxazol-2-yl)piperidin-1-yl]-2-oxo-1,2-dihydroquinoline-3-carbonitrile